C1(CC1)C1=NN(C(=C1)NC(C(C)C=1C=NN(C1)C1=NC(=CC=C1)OC)=O)C(=O)OC(C)(C)C Tert-butyl 3-cyclopropyl-5-(2-(1-(6-methoxypyridin-2-yl)-1H-pyrazol-4-yl)propanamido)-1H-pyrazole-1-carboxylate